FC(C=C)(C(C(C(C(C(C=C)(F)F)(F)F)(F)F)(F)F)(F)F)F 3,3,4,4,5,5,6,6,7,7,8,8-dodecafluoro-1,9-decadiene